C1(=CC=C(C=C1)C(=O)N1CC(N(CC1)C1=CC=CC=C1)C)C1=CC=CC=C1 [1,1'-biphenyl]-4-yl-(3-methyl-4-phenylpiperazin-1-yl)methanone